fluoro-1H-indol FN1C=CC2=CC=CC=C12